((S)-2,3-bis(1-hydroxy-3,3-dimethyl-1,3-dihydrobenzo[c][1,2]oxaborole-7-carboxamido)propanoyl)-L-glutamic acid OB1OC(C2=C1C(=CC=C2)C(=O)N[C@H](C(=O)N[C@@H](CCC(=O)O)C(=O)O)CNC(=O)C2=CC=CC1=C2B(OC1(C)C)O)(C)C